2-chloro-5-methyl-4-nitropyridine 1-oxide ClC1=[N+](C=C(C(=C1)[N+](=O)[O-])C)[O-]